FC(C1=CC=C(C=C1)\C=C\C=C)(F)F trans-1-(4-trifluoromethylphenyl)-1,3-butadiene